(4-amino-7-fluoroimidazo[1,5-a]quinoxalin-8-yl)((4aR,10bR)-8-(difluoromethoxy)-2,3,4,4a,6,10b-hexahydro-1H-isochromeno[4,3-b]pyridin-1-yl)methanone NC=1C=2N(C3=CC(=C(C=C3N1)F)C(=O)N1[C@H]3[C@@H](CCC1)OCC=1C=C(C=CC13)OC(F)F)C=NC2